N-(2-dimethylaminoethyl)-1-[4-[4-[[5-[(2S,3R,4S,5S,6R)-6-ethyl-3,4,5-trihydroxy-tetrahydropyran-2-yl]-2-methyl-phenyl]methyl]phenyl]butyramido]cyclohexylformamide CN(CCN(C=O)C1(CCCCC1)NC(CCCC1=CC=C(C=C1)CC1=C(C=CC(=C1)[C@@H]1O[C@@H]([C@H]([C@@H]([C@H]1O)O)O)CC)C)=O)C